tert-butyl 4-[2-(2,6-dioxopiperidin-3-yl)-1,3-dioxo-2,3-dihydro-1H-isoindol-4-yl]-1,2,3,6-tetrahydropyridine-1-carboxylate O=C1NC(CCC1N1C(C2=CC=CC(=C2C1=O)C=1CCN(CC1)C(=O)OC(C)(C)C)=O)=O